2-(dodecylthiocarbonothioylthio)-2-methylpropanoic acid C(CCCCCCCCCCC)SC(=S)SC(C(=O)O)(C)C